1-((3R,4R)-4-(2-chlorophenyl)-1-(2,2,3,3,3-pentafluoropropyl)pyrrolidine-3-carbonyl)-4-fluoro-N-((R,Z)-4-(methylsulfonyl)but-3-en-2-yl)piperidine-4-carboxamide ClC1=C(C=CC=C1)[C@H]1[C@H](CN(C1)CC(C(F)(F)F)(F)F)C(=O)N1CCC(CC1)(C(=O)N[C@H](C)\C=C/S(=O)(=O)C)F